N-[1-benzyl-4-(5-chloro-2-pyridinyl)-4-piperidinyl]-4-(trifluoromethoxy)benzenesulfonamide C(C1=CC=CC=C1)N1CCC(CC1)(C1=NC=C(C=C1)Cl)NS(=O)(=O)C1=CC=C(C=C1)OC(F)(F)F